(R)-(4-fluorophenyl)(8-methyl-3-(3-methyl-1,2,4-thiadiazol-5-yl)-1-(pyrimidin-4-yl)-5,6-dihydroimidazo[1,5-a]pyrazin-7(8H)-yl)methanone FC1=CC=C(C=C1)C(=O)N1[C@@H](C=2N(CC1)C(=NC2C2=NC=NC=C2)C2=NC(=NS2)C)C